(4-(2-(4-aminophenyl)thiazol-5-yl)-3-(N-(tert-butyl)sulfamoyl)phenyl)carbamic acid benzyl ester C(C1=CC=CC=C1)OC(NC1=CC(=C(C=C1)C1=CN=C(S1)C1=CC=C(C=C1)N)S(NC(C)(C)C)(=O)=O)=O